3-[3-[(4R)-2-[5-[(4,6-difluoro-1H-indol-5-yl)oxy]-2-fluoro-phenyl]-4,5,6,7-tetrahydro-3H-imidazo[4,5-c]pyridin-4-yl]-2-fluoro-phenyl]propanoic acid FC1=C2C=CNC2=CC(=C1OC=1C=CC(=C(C1)C1=NC2=C([C@H](NCC2)C=2C(=C(C=CC2)CCC(=O)O)F)N1)F)F